CC=1C=C(C=CC1[N+](=O)[O-])C1=NN(C=N1)C1=CC=C(OCC#N)C=C1 2-(4-(3-(3-methyl-4-nitrophenyl)-1H-1,2,4-triazol-1-yl)phenoxy)acetonitrile